C1CCC(CC1)NC(=O)C2=CC(=CC=C2)N 3-amino-N-cyclohexylbenzamide